tert-butyl (3R,4R)-4-(((7-((tert-butoxycarbonyl)(4-(pyrimidin-2-yl)benzyl)amino)-3-cyclopropylpyrazolo[1,5-a]pyrimidin-5-yl)amino)methyl)-3-hydroxypiperidine-1-carboxylate C(C)(C)(C)OC(=O)N(C1=CC(=NC=2N1N=CC2C2CC2)NC[C@@H]2[C@H](CN(CC2)C(=O)OC(C)(C)C)O)CC2=CC=C(C=C2)C2=NC=CC=N2